NCCCCN[C@@H]1C[C@H](CC1)NC1=NC=C(C(=N1)C1=CNC2=CC(=CC=C12)C(=O)OC)C(F)(F)F methyl 3-(2-(((1S,3S)-3-((4-aminobutyl) amino) cyclopentyl) amino)-5-(trifluoromethyl) pyrimidin-4-yl)-1H-indole-6-carboxylate